1-(tert-butoxycarbonyl)-3,3-difluoropyrrolidine-2-carboxylic acid C(C)(C)(C)OC(=O)N1C(C(CC1)(F)F)C(=O)O